(R)-5-((E)-2-pyrrolidin-3-ylvinyl)pyrimidine citrate salt C(CC(O)(C(=O)O)CC(=O)O)(=O)O.N1C[C@H](CC1)/C=C/C=1C=NC=NC1